FC1=C(C=C(C=C1)C1=NOC(=N1)C(=O)N1CCC(CC1)C)O (3-(4-fluoro-3-hydroxyphenyl)-1,2,4-oxadiazol-5-yl)(4-methylpiperidin-1-yl)methanone